5-chloro-6-(3-methoxynaphthalen-1-yl)-3-(piperazin-1-yl)benzo[c]isothiazole ClC1=CC=2C(=NSC2N2CCNCC2)C=C1C1=CC(=CC2=CC=CC=C12)OC